(r)-2,5-dihydro-3,6-diethoxy-2-isopropylpyrazine C(C)OC=1[C@H](N=C(CN1)OCC)C(C)C